3-benzal-5-nitroindoline C(C1=CC=CC=C1)=C1CNC2=CC=C(C=C12)[N+](=O)[O-]